4-(2-(3,7-bis-(1-(tetrahydro-2H-pyran-2-yl)-1H-pyrazolo[3,4-b]pyridin-4-yl)-10H-phenothiazin-10-yl)ethyl)morpholine O1C(CCCC1)N1N=CC=2C1=NC=CC2C=2C=CC=1N(C3=CC=C(C=C3SC1C2)C2=C1C(=NC=C2)N(N=C1)C1OCCCC1)CCN1CCOCC1